(3R)-2-[(5-Chloropyridin-2-yl)methyl]-3-({1-[hydroxy(2H2)methyl]cyclopropyl}(2H2)methoxy)-6-(2-hydroxypropan-2-yl)-3-[4-(trifluoromethyl)phenyl]-2,3-dihydro-1H-isoindol-1-on ClC=1C=CC(=NC1)CN1C(C2=CC(=CC=C2[C@@]1(C1=CC=C(C=C1)C(F)(F)F)OC([2H])([2H])C1(CC1)C([2H])([2H])O)C(C)(C)O)=O